tert-butyl (2-(((S)-1-((2S,4R)-4-hydroxy-2-(((S)-1-(4-(4-methylthiazol-5-yl)phenyl)ethyl)carbamoyl)pyrrolidin-1-yl)-3,3-dimethyl-1-oxobutan-2-yl)amino)-2-oxoethyl)carbamate O[C@@H]1C[C@H](N(C1)C([C@H](C(C)(C)C)NC(CNC(OC(C)(C)C)=O)=O)=O)C(N[C@@H](C)C1=CC=C(C=C1)C1=C(N=CS1)C)=O